(E,R,R)-phytol CC(C)CCC[C@@H](C)CCC[C@@H](C)CCC\C(\C)=C\CO